C(C)(C)(C)OC(=O)N(CCC(=O)OC)CCSSC(C)(C)C methyl 3-((tert-butoxycarbonyl) (2-(tert-butyldisulfanyl)ethyl)amino)propanoate